FC1=CC=C(C=N1)C=1C=2N(C(=C(C1)OCC(C)(C)O)C)N=CC2 4-(6-fluoropyridin-3-yl)-6-(2-hydroxy-2-methylpropyloxy)-7-methylpyrazolo[1,5-a]pyridine